(l)-4-(hydroxyphenyl)-3-buten-2-one OC1=C(C=CC=C1)C=CC(C)=O